1-[1-(2-methoxyethyl)pyrrolidin-3-yl]-4-oxo-1,4-dihydroquinoline-3-carboxylic acid ethyl ester C(C)OC(=O)C1=CN(C2=CC=CC=C2C1=O)C1CN(CC1)CCOC